C(C#C)NC(=O)CNC=1C=2N=CN([C@H]3C[C@H](O)[C@@H](CO)O3)C2N=CN1 N6-(N-propargyl)carbamoylmethyldeoxyadenosine